5-(4-ethylpiperazin-1-yl)-2-aminopyridine C(C)N1CCN(CC1)C=1C=CC(=NC1)N